7-(8-methylnaphthalen-1-yl)-2-(methylsulfanyl)-5H,7H,8H-pyrano[4,3-d]pyrimidin-4-ol CC=1C=CC=C2C=CC=C(C12)C1CC=2N=C(N=C(C2CO1)O)SC